CC=1N(C(=CC1)C)C(CO)CO 2-(2,5-dimethyl-1H-pyrrol-1-yl)propan-1,3-diol